C(CCCCCCCCCC(C)C)OCCCN Isotridecyl-oxypropylamine